6-amino-5'-methyl-2'-((2-methylpyrimidin-4-yl)amino)-[4,4'-bipyridin]-2(1H)-one NC1=CC(=CC(N1)=O)C1=CC(=NC=C1C)NC1=NC(=NC=C1)C